2-Cyclopentyl-4-[2-(4-fluorophenyl)pyrazolo[4,3-b]pyridin-7-yl]benzoic Acid C1(CCCC1)C1=C(C(=O)O)C=CC(=C1)C=1C=2C(N=CC1)=CN(N2)C2=CC=C(C=C2)F